4-(allyloxy)-2,2,6,6-tetramethylpiperidine C(C=C)OC1CC(NC(C1)(C)C)(C)C